ClC1=C(C=CC(=C1)Cl)CN1OCC(C1=O)(C)C 2-[(2,4-Dichlorophenyl)methyl]-4,4-dimethyl-isoxazolidin-3-on